methyl 4-amino-1-(imidazo[3,2-a]pyridin-5-yl)-2-oxo-7-(trifluoro methyl)-1,2-dihydroquinoline-3-carboxylate NC1=C(C(N(C2=CC(=CC=C12)C(F)(F)F)C1=CC=CC=2N1C=CN2)=O)C(=O)OC